5-(1H-imidazol-1-yl)-2-(6-(((1R,4R,5S)-1-methyl-2-azabicyclo[2.2.1]heptan-5-yl)oxy)pyridazin-3-yl)phenol N1(C=NC=C1)C=1C=CC(=C(C1)O)C=1N=NC(=CC1)O[C@@H]1[C@H]2CN[C@@](C1)(C2)C